9,10-bis(t-butoxycarbonylpentadecamethyleneoxy)anthracene methyl-(5R)-2-chloro-5-methyl-5,7-dihydrofuro[3,4-b]pyridine-3-carboxylate COC(=O)C=1C=C2C(=NC1Cl)CO[C@@H]2C.C(C)(C)(C)OC(=O)CCCCCCCCCCCCCCCOC=2C1=CC=CC=C1C(=C1C=CC=CC21)OCCCCCCCCCCCCCCCC(=O)OC(C)(C)C